BrC1=CN=C(C=2N=CN=CC21)NCC2=C(C=CC1=C2CCO1)F 5-bromo-N-((5-fluoro-2,3-dihydrobenzofuran-4-yl)methyl)pyrido[3,4-d]pyrimidin-8-amine